Methyl 5-bromo-3-(ethyl (tetrahydro-2H-pyran-4-yl) amino)-2-methylbenzoate BrC=1C=C(C(=C(C(=O)OC)C1)C)N(C1CCOCC1)CC